CC1=CC=NC2=C(C=CC(=C12)C#N)[O-] 4-methyl-5-cyano-8-quinolinolate